C(C)N1CC(CCC1)NC=1OC=2C(=NC(=CN2)C2=C(C=C(C=C2C)C(F)(F)F)O)N1 2-[2-[(1-Ethyl-3-piperidyl)amino]oxazolo[4,5-b]pyrazin-5-yl]-3-methyl-5-(trifluoromethyl)phenol